(3R,4R)-4-methyl-3-(methyl-7H-pyrrolo[2,3-d]pyrimidin-4-ylamino)-β-carbonyl-1-piperidinepropionitrile C[C@H]1[C@H](CN(CC1)C(CC#N)=C=O)N(C=1C2=C(N=CN1)NC=C2)C